C(C)N1[C@@H]2CN([C@H](C1)C2)C2=C(N=C(S2)C2=NNC(=C2CC(F)(F)F)C=2C=C(C=1N(C2)N=CN1)OC)C 5-((1S,4S)-5-ethyl-2,5-diazabicyclo[2.2.1]heptan-2-yl)-2-(5-(8-methoxy-[1,2,4]triazolo[1,5-a]pyridin-6-yl)-4-(2,2,2-trifluoroethyl)-1H-pyrazol-3-yl)-4-methylthiazole